CC1=CC2=C(N(C([C@@H](N=C2C2=CC=CC=C2)C(CC)CC)=O)CCC(=O)O)C=C1 (S)-3-(7-methyl-2-oxo-3-(pent-3-yl)5-phenyl-2,3-dihydro-1H-benzo[e][1,4]diazepin-1-yl)propionic acid